6-(4-((1H-indazol-6-yl)oxy)piperidin-1-yl)-5-methyl-1,2-dihydro-3H-pyrazolo[3,4-b]pyridin-3-one N1N=CC2=CC=C(C=C12)OC1CCN(CC1)C1=C(C=C2C(=N1)NNC2=O)C